N-(5-fluoro-1-(3-methoxypropyl)-1H-indol-3-yl)-6-phenyl-3,4-dihydroisoquinoline-2(1H)-Formamide FC=1C=C2C(=CN(C2=CC1)CCCOC)NC(=O)N1CC2=CC=C(C=C2CC1)C1=CC=CC=C1